C(C)(C)(C)N1CCN(CC1)C=1C=C(C=CC1)NC1=NC=C(C(=N1)N1C=C(C2=CC=CC=C12)C(=O)N)F 1-{2-[3-(4-tert-butyl-piperazin-1-yl)-phenylamino]-5-fluoro-pyrimidin-4-yl}-1H-indole-3-carboxylic acid amide